(2R)-1-Aminobutan-2-ol NC[C@@H](CC)O